CN1N=CC(=C1C=1C=CC=2N=C(N=C(C2N1)N1[C@@H](COCC1)C)N1C(=NC2=C1C=CC=C2)C)C (R)-4-(6-(1,4-dimethyl-1H-pyrazol-5-yl)-2-(2-methyl-1H-benzo[d]imidazol-1-yl)pyrido[3,2-d]pyrimidin-4-yl)-3-methylmorpholine